2-(((6-(2-isopropylphenyl)pyridazin-3-yl)methyl)carbamoyl)benzoic acid C(C)(C)C1=C(C=CC=C1)C1=CC=C(N=N1)CNC(=O)C1=C(C(=O)O)C=CC=C1